[2-(4-fluoroanilino)-4-methyl-1,3-thiazol-5-yl](4-methoxyphenyl)methanone FC1=CC=C(NC=2SC(=C(N2)C)C(=O)C2=CC=C(C=C2)OC)C=C1